Methyl 2-[4-[(E)-3-(3-hydroxy-4-methoxyphenyl)prop-2-enoyl]phenoxy]acetate OC=1C=C(C=CC1OC)/C=C/C(=O)C1=CC=C(OCC(=O)OC)C=C1